ClC(C(C)C)C1=CC=C(C=C1)F 1-(1-chloro-2-methylpropyl)-4-fluorobenzene